5-(N-(4-chloro-2-((neopentylamino)methyl)phenyl)-N-ethylsulfamoyl)-3-methylbenzofuran ClC1=CC(=C(C=C1)N(S(=O)(=O)C=1C=CC2=C(C(=CO2)C)C1)CC)CNCC(C)(C)C